(E)-6-((2-(aminomethyl)-3-fluoroallyl)oxy)-N-propylbenzo[d]oxazol-2-amine NC/C(/COC1=CC2=C(N=C(O2)NCCC)C=C1)=C\F